C(#N)[C@@]1(O[C@H]([C@@H]([C@@H]1O)O)C1=CC=C2C(=NC=NN21)NC(C(C)C)=O)CO[P@](=O)(OC2=CC=CC=C2)N[C@@H](C)C(=O)OC(C)C isopropyl ((S)-(((2R,3S,4R,5S)-2-cyano-3,4-dihydroxy-5-(4-isobutyramidopyrrolo[2,1-f][1,2,4]triazin-7-yl)tetrahydrofuran-2-yl)methoxy)(phenoxy) phosphoryl)-L-alaninate